N-(1-(cyclopropylmethyl)-1H-pyrazol-3-yl)-4-((2-hydroxyethyl)sulphonamido)-2-(6-azaspiro[2.5]oct-6-yl)benzamide Potassium hydrogen fluoride F.[K].C1(CC1)CN1N=C(C=C1)NC(C1=C(C=C(C=C1)NS(=O)(=O)CCO)N1CCC2(CC2)CC1)=O